2-[4-[[[6-[cyclopropyl-[(2,6-dichlorophenyl)methyl]amino]-5-fluoro-pyrimidin-4-yl]amino]methyl]phenyl]acetamide C1(CC1)N(C1=C(C(=NC=N1)NCC1=CC=C(C=C1)CC(=O)N)F)CC1=C(C=CC=C1Cl)Cl